C1(=CC=CC=C1)C1=CC=CC=2N(C3=CC=CC(=C3C12)C1=CC=CC=C1)C1=NC(=C(C(=C1N1C2=C(C=3C=CC=CC13)C=NC=C2)C2=C(C=CC=C2)C)N2C1=C(C=3C=CC=CC23)C=NC=C1)N1C2=CC=CC(=C2C=2C(=CC=CC12)C1=CC=CC=C1)C1=CC=CC=C1 5,5'-(2,6-bis(4,5-diphenyl-9H-carbazol-9-yl)-4-(o-tolyl)pyridine-3,5-diyl)bis(5H-pyrido[4,3-b]indole)